C1(=CC=CC(=C1)CN=C=O)CN=C=O 5-xylylene isocyanate